1-(4-((4-(aminomethyl)benzyl)oxy)-3-chlorophenyl)-3-((2-(2,6-dioxopiperidin-3-yl)-1-oxoisoindolin-5-yl)methyl)urea NCC1=CC=C(COC2=C(C=C(C=C2)NC(=O)NCC=2C=C3CN(C(C3=CC2)=O)C2C(NC(CC2)=O)=O)Cl)C=C1